2-hydroxyphenethylamine OC1=C(CCN)C=CC=C1